6-(4-((2S,4s,6S)-2-cyano-7-((5-methoxy-7-methyl-1H-indol-4-yl)methyl)-7-azaspiro[3.5]nonan-6-yl)benzamido)spiro[3.3]heptane-2-carboxylic acid C(#N)C1CC2(C1)C[C@H](N(CC2)CC2=C1C=CNC1=C(C=C2OC)C)C2=CC=C(C(=O)NC1CC3(CC(C3)C(=O)O)C1)C=C2